1-Chloro-Benzo[1,2-b:3,4-b']bisbenzofuran ClC1=CC=CC2=C1C1=C(O2)C=CC2=C1OC1=C2C=CC=C1